BrC1=NN(C(=C1C(N)=O)NCC1CC1)[C@@H]1CN(CC1)C(=O)OC(C)(C)C tert-butyl (3S)-3-[3-bromo-4-carbamoyl-5-[(cyclopropylmethyl)amino]pyrazol-1-yl]pyrrolidine-1-carboxylate